C(C)(=O)OCCC1=NC=2C(=C3C(=NC2)N(C=C3)S(=O)(=O)C3=CC=C(C)C=C3)N1C1CCC(CC1)(COS(=O)(=O)C)C 2-(1-(4-methyl-4-(((methanesulfonyl)oxy)methyl)cyclohexyl)-6-p-toluenesulfonyl-1,6-dihydroimidazo[4,5-d]pyrrolo[2,3-b]pyridin-2-yl)ethyl acetate